1,3-dimethyl-4,6-dibromobenzene CC1=CC(=C(C=C1Br)Br)C